tert-butyl N-[(2E)-3-([4-[(3-[[5-chloro-4-(1H-indol-3-yl) pyrimidin-2-yl]amino]phenyl)carbamoyl]phenyl]carbamoyl)prop-2-en-1-yl]-N-methylcarbamate ClC=1C(=NC(=NC1)NC=1C=C(C=CC1)NC(=O)C1=CC=C(C=C1)NC(=O)/C=C/CN(C(OC(C)(C)C)=O)C)C1=CNC2=CC=CC=C12